ethyl 4-(5-((2-(((4-chloro-2-(4-ethoxy-4-oxobutanoyl)-6-methoxyisoindolin-5-yl) oxy) methyl) allyl) oxy)-4-fluoro-6-methoxybenzo[b]thiophen-2-yl)-4-oxobutanoate ClC1=C2CN(CC2=CC(=C1OCC(COC1=C(C2=C(SC(=C2)C(CCC(=O)OCC)=O)C=C1OC)F)=C)OC)C(CCC(=O)OCC)=O